ClC1=C(C=C(C=C1)C=1NC(C=2N(C1)N=C(C2C(F)F)C(=O)O)=O)F 6-(4-Chloro-3-fluorophenyl)-3-(difluoromethyl)-4-oxo-4,5-dihydropyrazolo[1,5-a]pyrazine-2-carboxylic acid